tetramethyl-biphenyl-diquinone CC1=C(C(=C(C=C1)C=1C(C(C(C(C1C)=O)=O)=O)=O)C)C